ethyl (S)-3-amino-3-(4-(3-methoxyphenyl)thiophen-2-yl)propanoate N[C@@H](CC(=O)OCC)C=1SC=C(C1)C1=CC(=CC=C1)OC